C(=CC)CCOCCCCCCCCC 2-propenyl-1-nonyloxy-ethane